5-((2-(ethylamino)-5-isopropylpyridin-4-yl)oxy)pyrimidine-2,4-diamine C(C)NC1=NC=C(C(=C1)OC=1C(=NC(=NC1)N)N)C(C)C